FC1(CCC(CC1)C1=C(C=C(C=N1)CN1C=NC(=C1)C(=O)O)F)F 1-[[6-(4,4-difluorocyclohexyl)-5-fluoropyridin-3-yl]methyl]imidazole-4-carboxylic acid